COC=1C=C(CN(C=2OC(=C(N2)C)CN2CCOCC2)CC2=CC=C3C=CC=NC3=C2)C=CC1 N-(3-methoxybenzyl)-4-methyl-5-(morpholinomethyl)-N-(quinolin-7-ylmethyl)oxazol-2-amine